C1(CCCCC1)C1C2C3C4C=CC(C3C(C1)C2)C4 8-cyclohexyltetracyclo[4.4.0.12,5.17,10]Dodec-3-ene